(2-(2-bromophenyl)-2-methylpropyl)carbamic acid methyl ester COC(NCC(C)(C)C1=C(C=CC=C1)Br)=O